C(=O)C1=C(C=CC=C1O)C=1C=NN(C1)C1=NC=CC(=C1)C(=O)/N=C/1\NC2=C(N1CC(C)(C)O)C=C(C=C2)CN2CCN(CC2)C 2-[4-(2-formyl-3-hydroxyphenyl)pyrazol-1-yl]-N-[(2E)-1-(2-hydroxy-2-methylpropyl)-6-[(4-methylpiperazin-1-yl)methyl]-3H-1,3-benzodiazol-2-ylidene]pyridine-4-carboxamide